C(CCCCCCCCCCCCCCCCC)(=O)NCCNC(CCCCCCCCCCCCCCCCC)=O 1,2-bis(stearoylamino)ethane